ClC1=NC=NC=C1C=O 4-CHLOROPYRIMIDINE-5-CARBALDEHYDE